3-(R)-hydroxydodecanoic acid O[C@@H](CC(=O)O)CCCCCCCCC